2-chloro-5-(pyridine-2-ylmethyl)pyrimidine ClC1=NC=C(C=N1)CC1=NC=CC=C1